isopropyl (2S)-2-[[(2S)-2-amino-3-[3,5-bis(2-chloroethylsulfanyl)phenyl]propanoyl]amino]-3-(4-fluorophenyl)propanoate hydrochloride Cl.N[C@H](C(=O)N[C@H](C(=O)OC(C)C)CC1=CC=C(C=C1)F)CC1=CC(=CC(=C1)SCCCl)SCCCl